CN(C1=CC=CC=C1)[N+](=O)[O-] methyl-nitroaniline